4-(furan-2-yl)-2,6-dimethoxypyrimidine O1C(=CC=C1)C1=NC(=NC(=C1)OC)OC